The molecule is a polyketide isolated from the bark of Asimina triloba. It has been shown to exhibit cytotoxicity in the NCI human tumor cell line screen. It has a role as a plant metabolite and an antineoplastic agent. It is a polyketide, a butenolide and a triol. CCCCCCCCCC[C@H]([C@H]1CC[C@H](O1)[C@H]2CC[C@@H](O2)[C@@H](CCCCCCCCCC[C@H](CC3=C[C@@H](OC3=O)C)O)O)O